(S)-4-(3-amino-2-(dimethylamino)propyl)-2,6-difluoro-N-methylbenzamide NC[C@H](CC1=CC(=C(C(=O)NC)C(=C1)F)F)N(C)C